N[C@]1(CN(C[C@@H]1CCCB(O)O)C(=O)C1NCC2=CC=CC=C2C1)C(=O)O (3R,4S)-3-amino-4-(3-boronopropyl)-1-(1,2,3,4-tetrahydroisoquinoline-3-carbonyl)pyrrolidine-3-carboxylic acid